CC1=NC(=CC(=N1)NC1=NN2C(C=C(C=C2)C=2C(=NOC2C)O[C@@H]2CNC[C@@H]2F)=C1)C N-(2,6-dimethylpyrimidin-4-yl)-5-[3-[(3R,4S)-4-fluoropyrrolidin-3-yl]oxy-5-methyl-isoxazol-4-yl]pyrazolo[1,5-a]pyridin-2-amine